FC=1C=C(OC2CCN(CC2)C(CNC(=O)C2=NNC(=C2)C2=CC=CC=C2)=O)C=C(C1)C(F)(F)F 5-Phenyl-1H-pyrazole-3-carboxylic acid {2-[4-(3-fluoro-5-trifluoromethyl-phenoxy)-piperidin-1-yl]-2-oxo-ethyl}-amide